C(C)N1N=C(C=C1)B1OC(C(O1)(C)C)(C)C 1-Ethyl-3-(4,4,5,5-tetra-methyl-1,3,2-dioxa-borolan-2-yl)pyrazole